C(C)(C)(C)OC(=O)N1C[C@H]([C@@H](CC1)NC1=C(C=C(C=C1)Cl)OC)C (3r,4r)-4-(4-chloro-2-methoxy-anilino)-3-methyl-piperidine-1-carboxylic acid tert-butyl ester